7-(2-((2-cyclopropyl-4-(3-((2-hydroxyethyl)amino)pyrrolidin-1-yl)phenyl)amino)-5-(trifluoromethyl)pyrimidin-4-yl)-4-methyl-3,4-dihydrothieno[2,3-f][1,4]thiazepin-5(2H)-one 1,1-dioxide C1(CC1)C1=C(C=CC(=C1)N1CC(CC1)NCCO)NC1=NC=C(C(=N1)C1=CC2=C(C(N(CCS2(=O)=O)C)=O)S1)C(F)(F)F